rac-tert-butyl (1R,5S)-1,5-difluoro-3-(1-phenylethyl)-3,8-diazabicyclo[3.2.1]octane-8-carboxylate F[C@@]12CN(C[C@@](CC1)(N2C(=O)OC(C)(C)C)F)[C@H](C)C2=CC=CC=C2 |&1:17|